(2R,3S)-2-(4-(cyclopentylamino)phenyl)-N-(4-methyl-3-(trifluoromethyl)phenyl)-1-((perfluorophenyl)sulfonyl)piperidine-3-carboxamide C1(CCCC1)NC1=CC=C(C=C1)[C@@H]1N(CCC[C@@H]1C(=O)NC1=CC(=C(C=C1)C)C(F)(F)F)S(=O)(=O)C1=C(C(=C(C(=C1F)F)F)F)F